FC1=C(C(=C2C=CN(C2=C1)[Si](C(C)C)(C(C)C)C(C)C)C=C)C(OC1OCCCC1)C=1C(=NC=CC1)C#N ((6-Fluoro-1-(triisopropylsilyl)-4-vinyl-1H-indol-5-yl)((tetrahydro-2H-pyran-2-yl)oxy)methyl)picolinonitrile